N-(3-fluoropyridin-2-yl)-3-((13S,15S,Z)-16-(hydroxymethylene)-13-methyl-17-oxo-7,8,9,11,12,13,14,15,16,17-decahydro-6H-cyclopenta[a]phenanthren-15-yl)propanamide FC=1C(=NC=CC1)NC(CC[C@H]/1C2C3CCC=4C=CC=CC4C3CC[C@@]2(C(\C1=C/O)=O)C)=O